CN1CCN(CC1)CC1CC(NC1)=O 4-[(4-methylpiperazin-1-yl)methyl]pyrrolidin-2-one